NCCONCCC[Si](OC)(OC)OC 3-(2-aminoethoxyamino)propyl-trimethoxysilane